C(C)(C)(C)OC(=O)NC(C(=O)OC)CC1NC2=CC=CC=C2NC1=O Methyl 2-(tert-butoxycarbonylamino)-3-(3-oxo-2,4-dihydro-1H-quinoxalin-2-yl)propanoate